3-amino-N-(4-(2-(4-chlorophenyl)but-3-yn-2-yl)thiazol-2-yl)azetidine-1-carboxamide NC1CN(C1)C(=O)NC=1SC=C(N1)C(C)(C#C)C1=CC=C(C=C1)Cl